6-bromo-2-((3,3-difluoropiperidin-4-yl)oxy)-3-(((S)-tetrahydrofuran-3-yl)oxy)benzonitrile BrC1=CC=C(C(=C1C#N)OC1C(CNCC1)(F)F)O[C@@H]1COCC1